C(C(C)C)OCCCNCCCC=1NC=CN1 N-(3-(iso-butoxy)propyl)-3-(imidazolyl)propan-1-amine